OCC#CC1=CC2=C(OC[C@@H](C(N2C)=O)NC(C2=NC=CC(=C2)OC2=CC=CC=C2)=O)C=C1 (S)-N-(7-(3-hydroxypropan-1-yn-1-yl)-5-methyl-4-oxo-2,3,4,5-tetrahydrobenzo[b][1,4]oxazepin-3-yl)-4-phenoxypicolinamide